OC1=CC=C2C3=C(C(OC2=C1)=O)C=C(C=C3)NC(CN3CCOCC3)=O N-(3-hydroxy-6-oxo-6H-benzo[c]chromen-8-yl)-2-morpholinoacetamide